C(C)(C)(C)OC(NC1=C(C=CC=C1)CNC1=C(C(=C(C=C1)C)C=O)F)=O (2-(((2-fluoro-3-formyl-4-methylphenyl)amino)methyl)phenyl)carbamic acid tert-butyl ester